BrC=1C=CC(=NC1)C(CO)(C)C 2-(5-bromopyridin-2-yl)-2-methylpropan-1-ol